C(CCC)OC(CCC(C)(OOC(C)(C)C)OOC(C)(C)C)=O 4,4-bis(t-butylperoxy)pentanoic acid n-butyl ester